1-amino-2,1'-binaphthyl NC1=C(C=CC2=CC=CC=C12)C1=CC=CC2=CC=CC=C12